Cl\C(=C/C1SCCCS1)\C1=CC=C(C=C1)C1=CC=CC=C1 (Z)-2-(2-chloro-2-(4-phenylphenyl)vinyl)-1,3-dithiane